1,3-di-tert-butoxythiourea C(C)(C)(C)ONC(=S)NOC(C)(C)C